C1(=CC=CC=C1)N(C(COC1=C(C=CC=C1)C)=O)CC=1SC=CC1 N-phenyl-N-(thiophen-2-ylmethyl)-2-(o-tolyloxy)acetamide